NC1=C(C(=NN1C(C)C)C1=NOC(=C1)C1CC1)C#N 5-amino-3-(5-cyclopropylisoxazol-3-yl)-1-isopropyl-pyrazole-4-carbonitrile